COC=1C=C(C=C(C1OC)OC)C(CCC)C1=C(C=C(O)C=C1)O 4-[1-(3,4,5-trimethoxyphenyl)butyl]resorcinol